COC(=O)C=1C(=NC=NC1OC(C)C)Cl.N=1N=C(NC1)C1CN(CC1)C(=O)N1CC2(C1)CCC(CC2)OC=2N=NC(=CC2)C(F)(F)F [3-(4H-1,2,4-Triazol-3-yl)pyrrolidin-1-yl]-[7-[6-(trifluoromethyl)pyridazin-3-yl]oxy-2-azaspiro[3.5]nonan-2-yl]methanone Methyl-4-chloro-6-isopropoxypyrimidine-5-carboxylate